OC(COC=1C=C(C=2N(C1)N=CC2C#N)C=2C=NC(=CC2)N2CC1N(C(C2)C1)C(C1=NC=C(C=C1)OC)=O)(C)C 6-(2-hydroxy-2-methylpropoxy)-4-(6-(6-(5-methoxypicolinoyl)-3,6-diazabicyclo[3.1.1]heptan-3-yl)pyridin-3-yl)pyrazolo[1,5-a]pyridine-3-carbonitrile